[Li].CC(C)(CC)O 2-methyl-butan-2-ol lithium salt